BrC(C(C(C1=CC=C(C=C1)Cl)C1=C(C=CC(=C1)F)SC1=C(C=C(C=C1)F)C(C(C(=C)Br)(F)F)C1=CC=C(C=C1)Cl)(F)F)=C 3-bromo-1-(4-chlorophenyl)-2,2-difluoro-but-3-en-1-yl-4-fluorophenyl thioether